C(#N)C1(CC1)NS(=O)(=O)C=1C=C(C=2N(C1)C(=NC2)C=2SC(=NN2)C(F)(F)F)N2C[C@@H](CC2)O (R)-N-(1-cyanocyclopropyl)-8-(3-hydroxypyrrolidin-1-yl)-3-(5-(trifluoromethyl)-1,3,4-thiadiazol-2-yl)imidazo[1,5-a]pyridine-6-sulfonamide